C1(=CC=CC=2C3=CC=CC=C3CC12)[C] fluorenyl-carbon